4-Fluoro-2-isopropyl-6-(tetrahydro-2H-pyran-4-yl)aniline FC1=CC(=C(N)C(=C1)C1CCOCC1)C(C)C